(R)-3-(3-(3-((tert-butyldimethylsilyl)oxy)-2-methylpropoxy)-5-methyl-4-nitro-1H-pyrazol-1-yl)-2,6-dimethylpyridine [Si](C)(C)(C(C)(C)C)OC[C@@H](COC1=NN(C(=C1[N+](=O)[O-])C)C=1C(=NC(=CC1)C)C)C